methyl 3-amino-5-bromopyrimidinecarboxylate NN1C(N=CC(=C1)Br)C(=O)OC